2-((1-chloro-4-(o-tolyl)isoquinolin-7-yl)oxy)-N,N-dimethylacetamide ClC1=NC=C(C2=CC=C(C=C12)OCC(=O)N(C)C)C1=C(C=CC=C1)C